tert-butyl N-[1-[8-[(8-cyano-2-methyl-imidazo[1,2-a]pyridin-6-yl)carbamoyl]quinazolin-5-yl]-4-piperidyl]-N-cyclopropyl-carbamate C(#N)C=1C=2N(C=C(C1)NC(=O)C=1C=CC(=C3C=NC=NC13)N1CCC(CC1)N(C(OC(C)(C)C)=O)C1CC1)C=C(N2)C